C(CCCCCCCCCCC)OC(CCCCCCCCCCCCCCCCC)=O.[Zn] zinc laurylstearate